C(C)(C)(C)C=1C=C(CC(C(=O)OCCCC)C(=O)[O-])C=C(C1O)C(C)(C)C butyl 3,5-di-tert-butyl-4-hydroxybenzylmalonate